5-bromo-1,3-dimethyl-1,3-dihydro-2H-benzo[d]imidazole-2-one BrC1=CC2=C(N(C(N2C)=O)C)C=C1